S(=O)(=O)(C1=CC=C(C)C=C1)OC=1C=C2C=CC(=CC2=CC1)C1=NOC(=N1)[C@H]1N(CCC1)C(=O)OC(C)(C)C Tert-butyl (S)-2-(3-(6-(tosyloxy)naphthalen-2-yl)-1,2,4-oxadiazol-5-yl)pyrrolidine-1-carboxylate